CC1(COCC1)C1(NC(=CC=C1N)C1=CC=NC=C1)N 2-(3-methyltetrahydrofuran-3-yl)-6-(4-pyridyl)pyridine-2,3-diamine